C1(CC1)C1=NC(=CC(=N1)NC(C1=NC(=CC=C1)C=1C=NN(C1)CC1CC1)=O)N1CC(C1)F N-(2-cyclopropyl-6-(3-fluoroazetidin-1-yl)pyrimidin-4-yl)-6-(1-(cyclopropylmethyl)-1H-pyrazol-4-yl)picolinamide